FC1=NC=CC=C1OC1C[C@@H]2[C@@H](CN(C2)CC(O)C2=CC=C(C=N2)O)C1 rac-6-(2-((3aR,5s,6aS)-5-((2-fluoropyridin-3-yl)oxy)hexahydrocyclopenta[c]pyrrol-2(1H)-yl)-1-hydroxyethyl)pyridin-3-ol